C(C1=CC=CC=C1)N(S(=O)(=O)C1=C(C(=CC=C1SCC[Si](C)(C)C)Br)C=1N=NN(N1)CC1=CC=C(C=C1)OC)CC1=CC=CC=C1 N,N-dibenzyl-3-bromo-2-(2-(4-methoxybenzyl)-2H-tetrazol-5-yl)-6-((2-(trimethylsilyl)ethyl)thio)benzenesulfonamide